C(#N)C=1C=NC(=NC1)NC(C(=O)O)CCN(CCCCC1=NC=2NCCCC2C=C1)C[C@@H](C)OC 2-((5-cyanopyrimidin-2-yl)amino)-4-(((R)-2-methoxypropyl)(4-(5,6,7,8-tetrahydro-1,8-naphthyridin-2-yl)butyl)amino)butanoic acid